methyl 2-picolinate (Methyl picolinate) CC=1C(=NC=CC1)C(=O)O.N1=C(C=CC=C1)C(=O)OC